2-isopropyl-4-(3-methyl-2,3,4,5-tetrahydropyridin-6-yl)phenol C(C)(C)C1=C(C=CC(=C1)C=1CCC(CN1)C)O